2-(1-methyl-piperidin-4-yl)-1-[(3R,5R)-3-methyl-5-(8-trifluoromethoxy-quinolin-5-yl)-piperidin-1-yl]-ethanone CN1CCC(CC1)CC(=O)N1C[C@@H](C[C@@H](C1)C1=C2C=CC=NC2=C(C=C1)OC(F)(F)F)C